CC=1N=C2N(N=C(C=C2C)C2=CN=C3C(=N2)SC(=C3)CC3CCNCC3)C1 3-(2,8-dimethylimidazo[1,2-b]pyridazin-6-yl)-6-(piperidin-4-ylmethyl)thieno[2,3-b]pyrazine